6-(4-methoxyphenyl)-5-((2-methoxypyrimidin-4-yl)amino)-2,3-diphenylpyrazolo[1,5-a]pyrimidin-7(4H)-one COC1=CC=C(C=C1)C1=C(NC=2N(C1=O)N=C(C2C2=CC=CC=C2)C2=CC=CC=C2)NC2=NC(=NC=C2)OC